2-[1-(2-cyclohexylethyl)-5-methyl-6-(1,3-oxazol-2-yl)-2,4-dioxo-1H,2H,3H,4H-thieno[2,3-d]pyrimidin-3-yl]-2-methylpropanoic acid C1(CCCCC1)CCN1C(N(C(C2=C1SC(=C2C)C=2OC=CN2)=O)C(C(=O)O)(C)C)=O